CCCCCCCCCCCCCCCC(=O)O[C@@H]1CCCN2C1=NC(=C(C2=O)CCN3CCC(CC3)C4=NOC5=C4C=CC(=C5)F)C The molecule is a 3-{2-[4-(6-fluoro-1,2-benzoxazol-3-yl)piperidin-1-yl]ethyl}-2-methyl-4-oxo-6,7,8,9-tetrahydropyrido[1,2-a]pyrimidin-9-yl hexadecanoate that is the (R)-enantiomer of paliperidone palmitate. It is an enantiomer of a (S)-paliperidone palmitate.